C1(=CC=CC=C1)C1=C(C(=CC=C1)C1=CC=CC=C1)N1C(=NC2=C1C=CC=C2)C2=CC=CC1=C2OC2=C1C=CC=C2 1-([1,1':3',1''-terphenyl]-2'-yl)-2-(dibenzo[b,d]furan-4-yl)-1H-benzo[d]imidazole